5-(3-(tert-butyldimethylsilyloxy)prop-1-ynyl)-6-chloronicotinic acid methyl ester COC(C1=CN=C(C(=C1)C#CCO[Si](C)(C)C(C)(C)C)Cl)=O